9-(4-((1-(3-fluoropropyl)azetidin-3-yl)methyl)phenyl)-8-(2-methoxy-6-(trifluoromethyl)pyridin-3-yl)-6,7-dihydro-5H-benzo[7]annulene-3-carboxylic acid FCCCN1CC(C1)CC1=CC=C(C=C1)C1=C(CCCC2=C1C=CC(=C2)C(=O)O)C=2C(=NC(=CC2)C(F)(F)F)OC